C(C)(C)(C)NC(N)=O 3-(tert-butyl)urea